3-benzyloxy-4,6-difluoro-N-(4-fluorophenyl)-2-(2-tetrahydropyran-4-ylethynyl)aniline C(C1=CC=CC=C1)OC=1C(=C(NC2=CC=C(C=C2)F)C(=CC1F)F)C#CC1CCOCC1